(4aR,6aS)-1,4a,6a-trimethyl-3,4,4a,6,6a,8,9,9a,9b,10-decahydro-1H-indeno[5,4-f]quinoline-2,5,7(4bH)-trione CN1C(CC[C@@]2(C3C(CC=C12)C1CCC([C@]1(CC3=O)C)=O)C)=O